C(#N)C=1C=NN2C1C(=CC(=C2)C=2C=NN(C2)C[C@H]2CN(CCC2)C(=O)OC(C)(C)C)O t-Butyl (3R)-3-[[4-(3-cyano-4-hydroxy-pyrazolo[1,5-a]pyridin-6-yl)pyrazol-1-yl]methyl]piperidine-1-carboxylate